2-methyl-N-(6-methylpyridazin-3-yl)benzamide CC1=C(C(=O)NC=2N=NC(=CC2)C)C=CC=C1